BrC=1C=C(C(=C(C(=O)O)C1)OC)OC 5-bromo-2,3-dimethoxybenzoic acid